bis(trifluoromethanesulfonyl)imide zinc(II) [Zn+2].[N-](S(=O)(=O)C(F)(F)F)S(=O)(=O)C(F)(F)F.[N-](S(=O)(=O)C(F)(F)F)S(=O)(=O)C(F)(F)F